di(hexadecane) phosphate P(=O)(O)(O)O.CCCCCCCCCCCCCCCC.CCCCCCCCCCCCCCCC